N-(6-cyano-3-pyridyl)-4-(4,5-dichloro-6-oxo-pyridazin-1-yl)-N-(trideuteriomethyl)piperidine-1-sulfonamide C(#N)C1=CC=C(C=N1)N(S(=O)(=O)N1CCC(CC1)N1N=CC(=C(C1=O)Cl)Cl)C([2H])([2H])[2H]